ClC=1C=C(C=CC1Cl)C=1N=C(SC1F)N1N=C(C(=C1C(=O)O)C1=CC(=CC=C1)F)C 1-(4-(3,4-dichlorophenyl)-5-fluorothiazol-2-yl)-4-(3-fluorophenyl)-3-methyl-1H-pyrazole-5-carboxylic acid